tert-butyl [3-(3-oxopropyl)phenyl]carbamate O=CCCC=1C=C(C=CC1)NC(OC(C)(C)C)=O